C(#N)C1(CC1)NS(=O)(=O)C1=CC(=C2C=NN(C2=C1)C=1SC(=NN1)C(F)F)N1CCNCC1 N-(1-cyanocyclopropyl)-1-(5-(difluoromethyl)-1,3,4-thiadiazol-2-yl)-4-(piperazin-1-yl)-1H-indazole-6-sulfonamide